4-acetyl-6-cyclopropyl-N-[3-[3-[rac-(R)-fluoro-(4-methyl-1,2,4-triazol-3-yl)methyl]oxetan-3-yl]phenyl]pyridine-2-carboxamide C(C)(=O)C1=CC(=NC(=C1)C1CC1)C(=O)NC1=CC(=CC=C1)C1(COC1)[C@H](C1=NN=CN1C)F |r|